2-[1-[(tert-Butoxycarbonylamino)methyl]cyclopropyl]acetic acid C(C)(C)(C)OC(=O)NCC1(CC1)CC(=O)O